N1(CCC1)C1=CC2=C(C=C(O2)C(=O)[N-]S(=O)(=O)C2=C(C=CC=C2)C2=CC=CC=C2)C(=C1)F {[6-(azetidin-1-yl)-4-fluoro-1-benzofuran-2-yl]carbonyl}([biphenyl]-2-ylsulfonyl)azanide